(RS)-3-n-butylphthalide C(CCC)[C@H]1OC(=O)C2=CC=CC=C12 |r|